2-[(5Z)-5-[(4-hydroxy-3-methoxy-5-nitrophenyl)methylidene]-4-oxo-2-sulfanylidene-1,3-thiazolidin-3-yl]acetic acid OC1=C(C=C(C=C1[N+](=O)[O-])\C=C/1\C(N(C(S1)=S)CC(=O)O)=O)OC